FC1=CC2=C(B(OC2)O)C=C1O 5-fluorobenzo[c][1,2]oxaborole-1,6(3H)-diol